C(#N)C1=C(N=C2N(C1=O)C=C(C=C2[C@@H](C)NC2=C(C(=O)O)C=CC=C2)C)NC2CC(C2)(F)F (R)-2-((1-(3-cyano-2-((3,3-difluorocyclobutyl)amino)-7-methyl-4-oxo-4H-pyrido[1,2-a]pyrimidin-9-yl)ethyl)amino)benzoic acid